3-(4-bromophenyl)-N-methoxypropionamide BrC1=CC=C(C=C1)CCC(=O)NOC